C(C)(C)(C)ONC(=O)C1(CC1)C1=CC=C(C=C1)B1OC(C(O1)(C)C)(C)C N-(tert-butoxy)-1-(4-(tetramethyl-1,3,2-dioxaborolan-2-yl)phenyl)cyclopropane-1-carboxamide